3-(4-(((tetrahydro-2H-pyran-2-yl)oxy)methyl)bicyclo[2.1.1]hexane-1-yl)-1H-pyrazole-5-carboxylic acid ethyl ester C(C)OC(=O)C1=CC(=NN1)C12CCC(C1)(C2)COC2OCCCC2